COCCN1C(=NC2=C1C=C(C=C2)C(=O)OC)CN2CCNCC2 methyl 1-(2-methoxyethyl)-2-(piperazin-1-ylmethyl)-1H-benzoimidazole-6-carboxylate